COC1=CC=C(C=C1)C=CC(=O)N1C(OCC1)=O 3-(3-(4-methoxyphenyl)acryloyl)oxazolidin-2-one